Cl.Cl.Cl.C(C)(=O)[O-].[Mg+2].C(C)(=O)[O-] magnesium acetate-TrisHCl